tert-butyl (2R)-2-[[4-[[1-[2-(2,6-dioxo-3-piperidyl)-1,3-dioxo-isoindolin-5-yl]-4-piperidyl]methyl]piperazin-1-yl]methyl]morpholine-4-carboxylate O=C1NC(CCC1N1C(C2=CC=C(C=C2C1=O)N1CCC(CC1)CN1CCN(CC1)C[C@@H]1CN(CCO1)C(=O)OC(C)(C)C)=O)=O